O=C1N(C(C=C1)=O)S(=O)(O)C(F)(F)F.FC(F)(F)S(=O)ON1C(C=CC1=O)=O 2,5-dioxo-2,5-dihydro-1H-pyrrol-1-yl trifluoromethyl-sulfinate (2,5-dioxo-2,5-dihydro-1H-pyrrol-1-yl trifluoromethanesulfinate)